N-(4-(5-cyanopyridin-3-yl)phenyl)-2-(cyclopropanesulfonamido)-5,6-dihydro-4H-cyclopenta[d]thiazole-4-carboxamide C(#N)C=1C=C(C=NC1)C1=CC=C(C=C1)NC(=O)C1CCC2=C1N=C(S2)NS(=O)(=O)C2CC2